3-methoxy-4-(N-(4-methoxy-6-((4-(propionamidomethyl)-1H-pyrazol-1-yl)methyl)benzo[d]isoxazol-3-yl)sulfamoyl)-N-methylbenzamide COC=1C=C(C(=O)NC)C=CC1S(NC1=NOC2=C1C(=CC(=C2)CN2N=CC(=C2)CNC(CC)=O)OC)(=O)=O